ethyl 7-cyclopentyl-2-methoxyquinoline-3-carboxylate C1(CCCC1)C1=CC=C2C=C(C(=NC2=C1)OC)C(=O)OCC